(2S)-N-ethyl-N-{2-[4-(6-fluoro-1,2-benzisoxazol-3-yl)piperidin-1-yl]ethyl}-2-hydroxy-propionamide C(C)N(C([C@H](C)O)=O)CCN1CCC(CC1)C1=NOC2=C1C=CC(=C2)F